(+)-N-(5-(1-amino-1-(3-cyanophenyl)-3-cyclopropyl)-2-fluorophenyl)-1-(3-(aminomethyl)phenyl)-3-(trifluoromethyl)-1H-pyrazole-5-carboxamide NC1(CC1C=1C=CC(=C(C1)NC(=O)C1=CC(=NN1C1=CC(=CC=C1)CN)C(F)(F)F)F)C1=CC(=CC=C1)C#N